2-((2S,3R)-2-(cyclopentyloxy)-3-(3,5-dimethoxy-4-methylphenyl)-3-hydroxypropyl)-2H-pyrazolo[4,3-b]pyridine-7-carboxylic acid C1(CCCC1)O[C@@H](CN1N=C2C(N=CC=C2C(=O)O)=C1)[C@H](O)C1=CC(=C(C(=C1)OC)C)OC